ClC=1C=C2C=C(C(NC2=CC1)=O)C=O 6-chloro-1,2-dihydro-2-oxoquinoline-3-carbaldehyde